C1=CC=CC=2C3=CC=CC=C3N(C12)C1=CC=C(C=C1)B(O)O (4-(9H-Carbazol-9-yl)phenyl)boronic acid